4-(4-(3-(4-cyano-3-(trifluoromethyl)phenyl)-5,5-dimethyl-4-oxo-2-thioxoimidazolidin-1-yl)phenyl)butanoic acid C(#N)C1=C(C=C(C=C1)N1C(N(C(C1=O)(C)C)C1=CC=C(C=C1)CCCC(=O)O)=S)C(F)(F)F